N1C=C(C=2C1=NC=CC2)C2=NC(=NC=C2C(F)(F)F)N[C@H]2CN(CC2)CCN2CCN(CC2)CC2CCN(CC2)C=2C=C(C=CC2)C2CNCCC2 3-(3-(4-((4-(2-((R)-3-((4-(1H-pyrrolo[2,3-b]pyridin-3-yl)-5-(Trifluoromethyl)pyrimidin-2-yl)amino)pyrrolidin-1-yl)ethyl)piperazin-1-yl)methyl)piperidin-1-yl)phenyl)piperidine